(1S,2S,5R)-1-hydroxy-N-(2-hydroxy-2-(3-hydroxyphenyl)ethyl)-2-isopropyl-5-methylcyclohexane-1-carboxamide O[C@@]1([C@@H](CC[C@H](C1)C)C(C)C)C(=O)NCC(C1=CC(=CC=C1)O)O